C(C)(C)(C)OC(=O)C12C(C(C1)C2)NC2=C1C(=NC=C2N)N(C=C1)S(=O)(=O)C1=CC=C(C)C=C1 ((5-amino-1-tosyl-1H-pyrrolo[2,3-b]pyridin-4-yl)amino)bicyclo[1.1.1]pentane-1-carboxylic acid tert-butyl ester